2H-benzo[f]thieno[2',3':4,5]thieno[2,3-h]chromene O1CC=CC2=C3C(=C4C(=C12)C1=C(S4)C=CS1)C=CC=C3